(3aS,7aR)-1-oxooctahydro-5H-pyrrolo[3,4-c]pyridine-5-carboxylic acid Butyl ester C(CCC)OC(=O)N1C[C@H]2[C@@H](CC1)C(NC2)=O